(R)-5-chloro-2-((1-(2-(isoindolin-2-yl)-3,7-dimethyl-4-oxo-4H-pyrido[1,2-a]pyrimidin-9-yl)ethyl)amino)benzoic acid ClC=1C=CC(=C(C(=O)O)C1)N[C@H](C)C1=CC(=CN2C1=NC(=C(C2=O)C)N2CC1=CC=CC=C1C2)C